tri-n-butylaluminum C(CCC)[Al](CCCC)CCCC